CC/C=C\\C/C=C\\C=C\\C(CCCCCCCC(=O)[O-])O The molecule is a polyunsaturated fatty acid anion that is the conjugate base of 9-HOTrE, obtained by deprotonation of the carboxy group; major species at pH 7.3. It is a long-chain fatty acid anion, a polyunsaturated fatty acid anion and a hydroxy fatty acid anion. It is a conjugate base of a 9-HOTrE.